(R)-6-chloro-3-((1-(2-cyano-3-(4-methoxy-4-methylpiperidin-1-yl)-7-methylquinoxalin-5-yl)ethyl)amino)picolinic acid ClC1=CC=C(C(=N1)C(=O)O)N[C@H](C)C1=C2N=C(C(=NC2=CC(=C1)C)C#N)N1CCC(CC1)(C)OC